1-(N-indolinyl)-3-phenylbut-3-ene N1(CCC2=CC=CC=C12)CCC(=C)C1=CC=CC=C1